[N+](=O)([O-])C1=C(C(=CC=C1)Cl)[N+](=O)[O-] 1,2-dinitrochlorobenzene